15-Hydroxy-pentacosa-17,20-dienoic acid OC(CCCCCCCCCCCCCC(=O)O)CC=CCC=CCCCC